1-(((3S)-1-((3-cyano-1-azetidinyl)sulfonyl)-3-piperidinyl)carbonyl)-N-(2-methyl-5-(trifluoromethyl)benzyl)-D-prolinamide C(#N)C1CN(C1)S(=O)(=O)N1C[C@H](CCC1)C(=O)N1[C@H](CCC1)C(=O)NCC1=C(C=CC(=C1)C(F)(F)F)C